C(C)(=O)N1CCC(CC1)CCC=O 3-(1-acetylpiperidin-4-yl)propan-1-one